N-hexylbenzoisothiazolin-3-one C(CCCCC)N1SC2=C(C1=O)C=CC=C2